(R)-1-(2-(4-(cyclobutylmethyl)-3-oxo-3,4-dihydro-2H-benzo[b][1,4]oxazin-7-yl)thiazol-4-yl)-3-(piperidin-3-yl)urea C1(CCC1)CN1C2=C(OCC1=O)C=C(C=C2)C=2SC=C(N2)NC(=O)N[C@H]2CNCCC2